4-(3-(4-(5-(benzyloxy)pyridin-2-yl)piperazine-1-carbonyl)-4-fluorobenzyl)-6-cyclobutoxyphthalazin-1(2H)-one C(C1=CC=CC=C1)OC=1C=CC(=NC1)N1CCN(CC1)C(=O)C=1C=C(CC2=NNC(C3=CC=C(C=C23)OC2CCC2)=O)C=CC1F